Acetic acid calcium salt [Ca+2].C(C)(=O)[O-].C(C)(=O)[O-]